di-n-octyl phosphate oleate C(CCCCCCC\C=C/CCCCCCCC)(=O)O.P(=O)(OCCCCCCCC)(OCCCCCCCC)O